FC(C(=O)O)(F)F.C[C@H]1CN(C[C@@H](N1)C)C=1C=CC(=C2N=C(SC21)OC)C(=O)NC=2N=C(C=1N(C2)C=C(N1)C)OC 7-((3S,5S)-3,5-dimethylpiperazin-1-yl)-2-methoxy-N-(8-methoxy-2-methylimidazo[1,2-a]pyrazin-6-yl)benzo[d]thiazole-4-carboxamide 2,2,2-trifluoroacetate